C(CCCCC)(=O)OCCCCCCCCCCCCCCCCCCCCCC docosanyl hexanoate